C(#N)C1=C(C=C(C=C1)OC)C1(CC1)OCC(=O)N1CC2CCC(C1)N2C2=NC=C(C#N)C=C2 6-(3-(2-(1-(2-cyano-5-methoxyphenyl)cyclopropoxy)acetyl)-3,8-diazabicyclo[3.2.1]octan-8-yl)nicotinonitrile